ClC1=CC=CC2=C1NC(=N2)C(=O)N([C@H](C(=O)N[C@H](C(=O)OC)C[C@H]2C(NCCC2)=O)CC2CC2)C methyl (2S)-2-[[(2S)-2-[(7-chloro-1H-benzimidazole-2-carbonyl)-methyl-amino]-3-cyclopropylpropanoyl]amino]-3-[(3S)-2-oxo-3-piperidyl]propanoate